3-(4-((4-(2-(4,4-dimethylpiperidin-1-yl)ethyl)benzyl)thio)-1-oxoisoindolin-2-yl)piperidine-2,6-dione CC1(CCN(CC1)CCC1=CC=C(CSC2=C3CN(C(C3=CC=C2)=O)C2C(NC(CC2)=O)=O)C=C1)C